C1(CC1)C(O)([2H])[2H] cyclopropylmethane-d2-ol